N-[3-(6-chloro-1,3-benzothiazol-2-yl)-1-bicyclo[1.1.1]pentanyl]-3-(1-methylsulfonylethyl)-1,2,4-thiadiazole-5-carboxamide ClC1=CC2=C(N=C(S2)C23CC(C2)(C3)NC(=O)C3=NC(=NS3)C(C)S(=O)(=O)C)C=C1